COC(=O)C1=CC=C2C3=C(NC2=C1)N=CN=C3Cl 4-chloro-9H-pyrimido[4,5-b]indole-7-carboxylic acid methyl ester